5-[(E)-4-[tert-butyl(dimethyl)silyl]oxybut-1-enyl]-2-methylsulfanyl-pyrimidine-4-carbaldehyde [Si](C)(C)(C(C)(C)C)OCC/C=C/C=1C(=NC(=NC1)SC)C=O